4-(3-(5-amino-2-(furan-2-yl)-7H-pyrazolo[4,3-e][1,2,4]triazolo[1,5-c]pyrimidine-7-yl)propyl)phenol NC1=NC2=C(C=3N1N=C(N3)C=3OC=CC3)C=NN2CCCC2=CC=C(C=C2)O